bis(4-(1H-imidazole-1-yl) phenyl) ketone N1(C=NC=C1)C1=CC=C(C=C1)C(=O)C1=CC=C(C=C1)N1C=NC=C1